2-(2,6-dioxopiperidin-3-yl)-4-(4-((4-(ethylsulfonyl)piperidin-1-yl)methyl)-2-fluorobenzylamino)isoindoline-1,3-dione O=C1NC(CCC1N1C(C2=CC=CC(=C2C1=O)NCC1=C(C=C(C=C1)CN1CCC(CC1)S(=O)(=O)CC)F)=O)=O